NC1=CC2=CN(N=C2C=C1C1=COC=C1)CCC(C)(O)C 4-(5-amino-6-(furan-3-yl)-2H-indazol-2-yl)-2-methylbutan-2-ol